SC1CN(C1)C1CC(C1)NC(OCC1=CC=C(C=C1)[N+](=O)[O-])=O 4-nitrobenzyl ((1s,3s)-3-(3-mercaptoazetidin-1-yl)cyclobutyl)carbamate